2-(2,6-dioxopiperidin-3-yl)-4-((3-(4-(2-(4-(oxazolo[4,5-b]pyridin-2-ylmethoxy)phenyl)propan-2-yl)phenoxy)propyl)amino)isoindolin-1,3-dione O=C1NC(CCC1N1C(C2=CC=CC(=C2C1=O)NCCCOC1=CC=C(C=C1)C(C)(C)C1=CC=C(C=C1)OCC=1OC=2C(=NC=CC2)N1)=O)=O